C(=O)(OC(C)(C)C)NCC=1C=C(N)C=CC1 3-(N-Boc-aminomethyl)aniline